FC1=CC=C(C=C1)C=1C2=C(N=CN1)N(C=C2)COCC[Si](C)(C)C 4-(4-fluorophenyl)-7-((2-(trimethylsilyl)ethoxy)methyl)-7H-pyrrolo[2,3-d]pyrimidine